C(=C)CC(=O)OC=C vinyl alcohol vinyl-acetate